6-(benzyloxy)-10-phenoxy-[1,2,4]triazolo[5,1-a]isoquinoline-5-carboxylic acid C(C1=CC=CC=C1)OC1=C(N2C(C3=C(C=CC=C13)OC1=CC=CC=C1)=NC=N2)C(=O)O